3-(tri-tert-butylphosphonio)propane-1-sulfonate C(C)(C)(C)[P+](CCCS(=O)(=O)[O-])(C(C)(C)C)C(C)(C)C